N8-(2-(3-(6,7-dichloro-2-(2-hydroxyacetyl)-2,3,4,5-tetrahydro-1H-pyrido[4,3-b]indol-9-yl)-1H-pyrazol-1-yl)ethyl)octanediamide ClC1=C(C=C(C=2C3=C(NC12)CCN(C3)C(CO)=O)C3=NN(C=C3)CCNC(CCCCCCC(=O)N)=O)Cl